CN1[C@@H](CCC1)C=O N-methyl-prolinaldehyde